OC(C)[C@H]1[C@H]2CC[C@@H](CN1)N2C(=O)OC(C)(C)C tert-Butyl (1R,2R,5S)-2-(1-hydroxyethyl)-3,8-diazabicyclo[3.2.1]octane-8-carboxylate